(1E,3Z)-6-nitro-2-phenyl-3-(phenylamino)isoindolin [N+](=O)([O-])C1=CC=C2C(N(CC2=C1)C1=CC=CC=C1)NC1=CC=CC=C1